4,4'-(1,2,4,5-tetrazine-3,6-diyl)dianiline 2-methylpropyl-1-[[4-[[2-(trifluoromethyl)-1,3-dioxolan-2-yl]methoxy]phenyl]methyl]-1H-pyrazole-4-carboxylate CC(COC(=O)C=1C=NN(C1)CC1=CC=C(C=C1)OCC1(OCCO1)C(F)(F)F)C.N1=NC(=NN=C1C1=CC=C(N)C=C1)C1=CC=C(N)C=C1